N1-(3,4-dimethoxyphenyl)-N4-(4-(N-(4,6-dimethylpyrimidin-2-yl)sulfamoyl)phenyl)succinamide COC=1C=C(C=CC1OC)NC(CCC(=O)NC1=CC=C(C=C1)S(NC1=NC(=CC(=N1)C)C)(=O)=O)=O